1-(2-iodoethyl)-1,2,3,4-tetrahydroquinoline ICCN1CCCC2=CC=CC=C12